BrC1=CC(=C(C=C1OC)C(C)(C)O)OC 2-(4-bromo-2,5-dimethoxy-phenyl)propan-2-ol